6,6'-(((oxybis(ethane-2,1-diyl))bis((carboxymethyl)azanediyl))bis(methylene))-dipicolinic acid O(CCN(CC(=O)O)CC1=CC=CC(=N1)C(=O)O)CCN(CC(=O)O)CC1=CC=CC(=N1)C(=O)O